tetramethyl 5-chloro-9H-carbazole-1,2,3,4-tetracarboxylate ClC1=C2C=3C(=C(C(=C(C3NC2=CC=C1)C(=O)OC)C(=O)OC)C(=O)OC)C(=O)OC